COC1CCCCC1 (1S,2S)-2-methoxycyclohexan